9,10-dihydro-8a,10a-diazoniaphenanthrene C1=CC=CC=2C3=CC=CC=[N+]3CC[N+]12